8-[1-(Cyclopropyl-methylsulfonyl)-1H-indazol-4-yl]-7,9-difluoro-1,4,4-trimethyl-5H-[1,2,4]triazolo[4,3-a]quinoxaline C1(CC1)CS(=O)(=O)N1N=CC2=C(C=CC=C12)C1=C(C=C2NC(C=3N(C2=C1F)C(=NN3)C)(C)C)F